(3S)-N-[3-(2-[[(1R,3S)-3-hydroxycyclopentyl]oxy]-6-(morpholin-4-yl)pyridin-4-yl)-4-methylphenyl]-3-(2,2,2-trifluoroethyl)pyrrolidine-1-carboxamide O[C@@H]1C[C@@H](CC1)OC1=NC(=CC(=C1)C=1C=C(C=CC1C)NC(=O)N1C[C@@H](CC1)CC(F)(F)F)N1CCOCC1